O1C(CC1)CN1C=NC=2C1=NC(=CC2)C(=O)O 3-(oxetan-2-ylmethyl)imidazo[4,5-b]pyridine-5-carboxylic acid